C(C)(C)(C)N\C=C/1\C(OC2=CC=CC=C2C1=O)C1=C(C=C(C=C1)O)O (Z)-3-((tert-butylamino)methylene)-2-(2,4-dihydroxyphenyl)chroman-4-one